N1CCC2(CC1)CC=1C(=C3C=CC=CC3=CC1)C2N dihydrospiro[cyclopenta[a]naphthalene-2,4'-piperidin]-1-amine